C(C)OCCOC(C)O 2-Ethoxyethoxy-ethanol